O=C(/C=C/C1=CC=C(C=C1)NC(=O)NC=1C=C(C=CC1)C)N1CCC=CC1=O (E)-1-(4-(3-oxo-3-(6-oxo-3,6-dihydropyridin-1(2H)-yl)prop-1-en-1-yl)phenyl)-3-(m-tolyl)urea